NC1=CC(=NN1C(=O)OCC)[C@@H]1C[C@@H](CC1)OC(NC(C)C)=O ethyl 5-amino-3-((1S,3R)-3-((isopropylcarbamoyl)oxy)cyclopentyl)-1H-pyrazole-1-carboxylate